tris(tetra-aminophenyl)benzene NC=1C(=C(C(=C(C1)C=1C(=C(C=CC1)C1=C(C(=C(C(=C1)N)N)N)N)C1=C(C(=C(C(=C1)N)N)N)N)N)N)N